BrC=1C(=C2N(C=CN=C2O)C1C)C1=CC=C(C=C1)F 7-bromo-8-(4-fluorophenyl)-6-methylpyrrolo[1,2-a]pyrazin-1-ol